N-(4-(chlorodifluoromethoxy)phenyl)-6-(4-(1-((2-(2,4-dioxotetrahydropyrimidin-1(2H)-yl)-1-oxoisoindolin-5-yl)methyl)piperidin-4-yl)piperazin-1-yl)-5-(1H-pyrazol-3-yl)nicotinamide ClC(OC1=CC=C(C=C1)NC(C1=CN=C(C(=C1)C1=NNC=C1)N1CCN(CC1)C1CCN(CC1)CC=1C=C2CN(C(C2=CC1)=O)N1C(NC(CC1)=O)=O)=O)(F)F